BrC1=CC(=C(C=C1)N=C1N(CC[SH2](C1)=O)C)F ((4-bromo-2-fluorophenyl)imino)-4-methyl-1λ6-thiomorpholine 1-oxide